Methyl (S)-5-hydroxy-2-(3-methoxy-5,6,7,8-tetrahydroquinolin-5-yl)-1-oxo-1,2,3,4-tetrahydroisoquinoline-7-carboxylate OC1=C2CCN(C(C2=CC(=C1)C(=O)OC)=O)[C@@H]1C=2C=C(C=NC2CCC1)OC